2-ethyl-9,10-bis(n-butoxycarbonylmethyloxymethylene)anthracene C(C)C1=CC=2C(C3=CC=CC=C3C(C2C=C1)=COCC(=O)OCCCC)=COCC(=O)OCCCC